N-(2-(3,3-Difluorocyclopentyl)ethyl)-4-(8-methyl-3,8-diazabicyclo[3.2.1]octan-3-yl)-1H-benzo[d]imidazole-1-carboxamide FC1(CC(CC1)CCNC(=O)N1C=NC2=C1C=CC=C2N2CC1CCC(C2)N1C)F